FC=1C=CC(=NC1)CNCC1=CC=CC=C1 N-[(5-fluoro-2-pyridyl)methyl]-1-phenyl-methanamine